N,N-dimethyl-melamine CN(C1=NC(=NC(=N1)N)N)C